C1=CC=C(C=2OC3=C(C21)C=CC=C3)C3=NC=CC=C3 2-(dibenzo[b,d]furan-4-yl)pyridine